F[Si](C(C(C(C(C(F)(F)F)(F)F)(F)F)(F)F)(F)F)(F)F perfluoropentylsilane